2-(imidazo[1,2-a]pyridin-3-yl)propan N=1C=C(N2C1C=CC=C2)C(C)C